COC1=C(C(=O)N)C=C(C=N1)NC(C(=O)N1[C@H](CC[C@@H](C1)C)C=1C=CC2=C(N=C(S2)[C@@H]2CN(CCC2)C)C1)=O 2-methoxy-5-(2-((2R,5S)-5-methyl-2-(2-((S)-1-methylpiperidin-3-yl)benzo[d]thiazol-5-yl)piperidin-1-yl)-2-oxoacetamido)nicotinamide